3,4-bisChlorobenzeneacetonitrile ClC=1C=C(C=CC1Cl)CC#N